C1(CC1)OC1=CC=C(C=C1)B(O)O 4-CYCLOPROPOXYPHENYLBORONIC ACID